OC(C(=O)SCCNC(CCNC([C@@H](C(COP(OP(OC[C@@H]1[C@H]([C@H]([C@@H](O1)N1C=NC=2C(N)=NC=NC12)O)OP(=O)(O)O)(=O)O)(=O)O)(C)C)O)=O)=O)C(CC(=O)O)C hydroxy-β-methylglutaryl-coenzyme a